(4-Bromo-1H-pyrrol-2-yl)(3,4,5-trimethoxyphenyl)methanone BrC=1C=C(NC1)C(=O)C1=CC(=C(C(=C1)OC)OC)OC